3-[(1S,2S)-2-{[3-chloro-4-(cyclopropylamino)phenyl]carbonyl}cyclopropyl]-4,5-dihydro-1,2,4-oxadiazol-5-one ClC=1C=C(C=CC1NC1CC1)C(=O)[C@@H]1[C@H](C1)C1=NOC(N1)=O